ClC1=C(C=CC=C1)C1N(CCCC1)C=1N=CC(=NC1)C(=O)N[C@H](C)\C=C\S(=O)(=O)C 5-(2-(2-Chlorophenyl)piperidin-1-yl)-N-((R,E)-4-(methylsulfonyl)but-3-en-2-yl)pyrazine-2-carboxamide